2-{[(αr)-6-[4-(2-methylbutyl)-2,5-dioxoimidazolidin-1-yl]spiro[3.3]heptan-2-yl]oxy}pyridine-3-carboxamide CC(CC1NC(N(C1=O)C1CC2(CC(C2)OC2=NC=CC=C2C(=O)N)C1)=O)CC